trans-2-(2-fluoro-3-(1-(2-(2-fluoro-5-((6-fluoro-4-methyl-1H-indol-5-yl)oxy)phenyl)-1H-imidazol-5-yl)ethyl)phenyl)cyclopropane-1-carboxylic acid FC1=C(C=CC=C1C(C)C1=CN=C(N1)C1=C(C=CC(=C1)OC=1C(=C2C=CNC2=CC1F)C)F)[C@H]1[C@@H](C1)C(=O)O